The molecule is an ammonium ion resulting from the protonation of the tertiary amino group of (-)-echitovenine. The major species at pH 7.3. Note the stereoconfiguration of the 19 hydroxy group is based on CHEBI:144373 (and Fig. S10). It is an ammonium ion derivative and an indole alkaloid cation. It is a conjugate acid of a (-)-echitovenine. It is an enantiomer of a (+)-echitovenine(1+). C[C@H]([C@@]12CCC[NH+]3[C@@H]1[C@@]4(CC3)C5=CC=CC=C5NC4=C(C2)C(=O)OC)OC(=O)C